2-((3,5-bis(trifluoromethyl)phenyl)carbamoyl)-4-chlorophenyl Hydrogen Phosphate-BisSodium Salt [Na+].[Na+].P(=O)(OC1=C(C=C(C=C1)Cl)C(NC1=CC(=CC(=C1)C(F)(F)F)C(F)(F)F)=O)(O)[O-].FC(F)(F)C=1C=C(C=C(C1)C(F)(F)F)NC(=O)C1=C(C=CC(=C1)Cl)OP(=O)(O)[O-]